6-(4-(5-((7-azaspiro[3.5]nonan-2-yl)methyl)pyrazin-2-yl)indolin-1-yl)-N-((1R,2S)-2-fluorocyclopropyl)-8-(methylamino)imidazo[1,2-b]pyridazine-3-carboxamide trifluoroacetate FC(C(=O)O)(F)F.C1C(CC12CCNCC2)CC=2N=CC(=NC2)C2=C1CCN(C1=CC=C2)C=2C=C(C=1N(N2)C(=CN1)C(=O)N[C@H]1[C@H](C1)F)NC